N-[2-[4-[2-(2,6-dioxo-3-piperidyl)-4,6-difluoro-1-oxo-isoindolin-5-yl]-4-hydroxy-1-piperidyl]ethyl]-N,2,4-trimethyl-thiazole-5-sulfonamide O=C1NC(CCC1N1C(C2=CC(=C(C(=C2C1)F)C1(CCN(CC1)CCN(S(=O)(=O)C1=C(N=C(S1)C)C)C)O)F)=O)=O